Cl.C1(CC1)C1=C(C(=NC(=N1)N)N)O 6-cyclopropyl-2,4-diamino-5-hydroxypyrimidine hydrochloride